bisphenol A glycidyl-acrylate C(C1CO1)OC(C=C)=O.OC1=CC=C(C=C1)C(C)(C)C1=CC=C(C=C1)O